C(C)(C)(C)OC(=O)N1C2=CC=CC=3C=C(N(CC1)C32)C3=NC2=C(N3C)C(=CC(=C2)C(=O)OC)OC 2-(7-methoxy-5-methoxycarbonyl-1-methyl-benzoimidazol-2-yl)-1,9-diazatricyclo[6.3.1.04,12]dodeca-2,4(12),5,7-tetraene-9-carboxylic acid tert-butyl ester